2-(benzyl(methyl)amino)-5-oxo-5H-thieno[3,2-b]pyran-6-carboxylic acid C(C1=CC=CC=C1)N(C1=CC=2OC(C(=CC2S1)C(=O)O)=O)C